O6-(carboxymethyl)-2'-deoxyguanosine C(=O)(O)COC=1C=2N=CN([C@H]3C[C@H](O)[C@@H](CO)O3)C2N=C(N1)N